(E)-N-(2-(3-(hydroxyamino)-3-oxoprop-1-en-1-yl)phenyl)-2-(pyridin-3-yl)thiazole-4-carboxamide ONC(/C=C/C1=C(C=CC=C1)NC(=O)C=1N=C(SC1)C=1C=NC=CC1)=O